ClC=1C=C(C=CC1F)NC(=O)C=1N(C=C2C1CCC2NC(OCC2=NN(C=N2)C(C2=CC=CC=C2)(C2=CC=CC=C2)C2=CC=CC=C2)=O)C (1-Trityl-1H-1,2,4-triazol-3-yl)methyl (1-((3-chloro-4-fluorophenyl)carbamoyl)-2-methyl-2,4,5,6-tetrahydrocyclopenta[c]pyrrol-4-yl)carbamate